O[C@H]1[C@@H](CCC=2C=CC(=CC12)C#N)[C@H]1N2C(C3=CC=CC=C13)=CN=C2 (7S,8S)-8-Hydroxy-7-((R)-5H-imidazo[5,1-a]isoindol-5-yl)-5,6,7,8-tetrahydronaphthalen-2-carbonitril